FC1(CN(CC1(F)F)C(=O)C1=CC=C(C=C1)[C@@H]1[C@H](C1)C=1C=2N(N=C(C1)C=1C(NC(NC1)=O)=O)C=CN2)F 5-(8-((1S,2S)-2-(4-(3,3,4,4-tetrafluoropyrrolidine-1-carbonyl)phenyl)cyclopropyl)imidazo[1,2-b]pyridazin-6-yl)pyrimidine-2,4(1H,3H)-dione